3-(4-(3,4-dichlorophenyl)piperazin-1-yl)propan-1-ol ClC=1C=C(C=CC1Cl)N1CCN(CC1)CCCO